7-(((cyclopentylmethyl)amino)methyl)-3,3-dimethyl-N-(3-((1s,3s)-3-methyl-1-(4-methyl-4H-1,2,4-triazol-3-yl)cyclobutyl)phenyl)-2,3-dihydrofuro[3,2-b]pyridine-5-carboxamide C1(CCCC1)CNCC1=C2C(=NC(=C1)C(=O)NC1=CC(=CC=C1)C1(CC(C1)C)C1=NN=CN1C)C(CO2)(C)C